C(#N)C1(CC1)N(S(=O)(=O)C=1C=C(C=2N(C1)C(=NC2)C=2SC(=NN2)C(F)F)NC2CN(C2)C)CC2=CC=C(C=C2)OC N-(1-cyanocyclopropyl)-3-(5-(difluoromethyl)-1,3,4-thiadiazol-2-yl)-N-(4-methoxybenzyl)-8-((1-methylazetidin-3-yl)amino)imidazo[1,5-a]pyridine-6-sulfonamide